C1(CCCCC1)NC1=C(C=C(C=C1)S(=O)(=O)NC)C1=NOC(=N1)C 4-(Cyclohexylamino)-N-methyl-3-(5-methyl-1,2,4-oxadiazol-3-yl)benzenesulfonamide